ethylimino-[2-[3-ethylsulfonyl-5-(2,2,2-trifluoroethoxy)-2-pyridinyl]-1,3-benzoxazol-5-yl]-oxo-(trifluoromethyl)-lambda6-Sulfane C(C)N=S(C(F)(F)F)(=O)C=1C=CC2=C(N=C(O2)C2=NC=C(C=C2S(=O)(=O)CC)OCC(F)(F)F)C1